CC1=CC=CC2=C1SC1=C2C=CC=C1C 4,6-dimethyldibenzothiophene